6-(benzylthio)-7-methoxyimidazo[1,2-a]pyridine C(C1=CC=CC=C1)SC=1C(=CC=2N(C1)C=CN2)OC